tert-butyl 8-[2-(tert-butylamino)-2-oxo-ethyl]-3,8-diazabicyclo[3.2.1]octane-3-carboxylate C(C)(C)(C)NC(CN1C2CN(CC1CC2)C(=O)OC(C)(C)C)=O